12,13-Dihydroxy-9Z-octadecenoic acid CCCCCC(C(C/C=C\CCCCCCCC(=O)O)O)O